FC=1C=C(C=CC1CN1CCOCC1)[C@H](C)NC=1N=CC2=C(N1)N(C(C=C2)=O)[C@@H](C)C(C)C 2-({(1S)-1-[3-fluoro-4-(morpholin-4-ylmethyl)phenyl]ethyl}amino)-8-[(2S)-3-methylbutan-2-yl]pyrido[2,3-d]pyrimidin-7(8H)-one